C1(CC1)S(=O)(=O)N1N=CC(=C1)C1=NC=CC(=N1)NC1=NC=C(C(=C1)NC1CCC(CC1)(O)C)C1=NC=C(N=C1)OC1CCN(CC1)C (1s,4s)-4-((2-((2-(1-(Cyclopropylsulfonyl)-1H-pyrazol-4-yl)pyrimidin-4-yl)amino)-5-(5-((1-methylpiperidin-4-yl)oxy)pyrazin-2-yl)pyridin-4-yl)amino)-1-methylcyclohexan-1-ol